FC(C(=O)OC)(S(=O)(=O)F)F methyl 2,2-difluoro-2-fluorosulfonyl-acetate